FC1=CC(=C(C=C1)NC1=C(C(=O)NC2=CN(C(C=C2)=O)C)C=CC(=C1)C(F)(F)F)C 2-((4-fluoro-2-methylphenyl)amino)-N-(1-methyl-6-oxo-1,6-dihydropyridin-3-yl)-4-(trifluoromethyl)benzamide